2-(3-nitro-5-(trifluoromethyl)phenyl)-4,5-bis(4-nitrophenyl)-1H-imidazole [N+](=O)([O-])C=1C=C(C=C(C1)C(F)(F)F)C=1NC(=C(N1)C1=CC=C(C=C1)[N+](=O)[O-])C1=CC=C(C=C1)[N+](=O)[O-]